(S)-2-((isochroman-7-ylmethyl)amino)-5,5-dimethylhexanoic acid C1OCCC2=CC=C(C=C12)CN[C@H](C(=O)O)CCC(C)(C)C